ClC1=C(C(=C(C(C(=O)[O-])=C1)O)Cl)Cl trichlorosalicylate